NCCCCCCOC1=C2C(N(C(C2=CC=C1)=O)C1C(NC(CC1)=O)=O)=O 4-((6-aminohexyl)oxy)-2-(2,6-dioxopiperidin-3-yl)isoindoline-1,3-dione